(1S,2S)-N-(6-(5-chloro-6-fluoro-7-((4-hydroxybutan-2-yl)amino)-1H-indazol-4-yl)imidazo[1,2-a]pyrazin-2-yl)-2-fluorocyclopropane-1-carboxamide ClC=1C(=C2C=NNC2=C(C1F)NC(C)CCO)C=1N=CC=2N(C1)C=C(N2)NC(=O)[C@H]2[C@H](C2)F